FC(C=1N=CC=2N(C1)C(=CN2)C2=NC=CC(=N2)N2CCC(CCC2)O)(F)F 1-(2-(6-(Trifluoromethyl)imidazo[1,2-a]pyrazin-3-yl)pyrimidin-4-yl)azepan-4-ol